ClC=1C=C2OC=3C=C(C=CC3NC2=CC1)C=O 7-chloro-10H-phenoxazine-3-carbaldehyde